1-N-undecyl-2-pyrrolidone C(CCCCCCCCCC)N1C(CCC1)=O